2-[(2R)-1-benzyl-5-oxopyrrolidin-2-yl]-N-[2-(methylamino)ethyl]-2-oxoacetamide Hydrochloride Cl.C(C1=CC=CC=C1)N1[C@H](CCC1=O)C(C(=O)NCCNC)=O